(1R,3S)-3-(3-((8-chloro-1,1-dioxidothiochroman-5-yl)amino)-1H-pyrazol-5-yl)cyclopentyl isopropylcarbamate C(C)(C)NC(O[C@H]1C[C@H](CC1)C1=CC(=NN1)NC1=C2CCCS(C2=C(C=C1)Cl)(=O)=O)=O